methyl (2S,3S,4S,5R,6S)-3,4,5-tris(acetyloxy)-6-[2-(3-[[(9H-fluoren-9-ylmethoxy)carbonyl]-amino]propanamido)-4-[[(4-nitrophenoxycarbonyl)oxy]methyl]phenoxy]oxane-2-carboxylate C(C)(=O)O[C@@H]1[C@H](O[C@H]([C@@H]([C@H]1OC(C)=O)OC(C)=O)OC1=C(C=C(C=C1)COC(=O)OC1=CC=C(C=C1)[N+](=O)[O-])NC(CCNC(=O)OCC1C2=CC=CC=C2C=2C=CC=CC12)=O)C(=O)OC